3-[4-(1-phenylpyrazol-4-yl)phenyl]-5-(trifluoromethyl)-4H-1,2-oxazol-5-ol C1(=CC=CC=C1)N1N=CC(=C1)C1=CC=C(C=C1)C1=NOC(C1)(O)C(F)(F)F